NCCNCCNCCN 1,8-diamino-3,6-diazaoctane